tert-butyl 3-(4-amino-7-methyl-5-(4-(pyrimidin-2-yloxy)phenyl)-7H-pyrrolo[2,3-d]pyrimidin-6-yl)pyrrolidine-1-carboxylate NC=1C2=C(N=CN1)N(C(=C2C2=CC=C(C=C2)OC2=NC=CC=N2)C2CN(CC2)C(=O)OC(C)(C)C)C